[Br-].C(C)(=O)NC=1CN(C=CC1C)CC1=CC=CC=C1 3-acetamido-1-benzyl-4-methyl-pyridine bromide